[Cl-].C(C=C)(=O)NC[N+](C)(C)CC(C)O acrylamido(2-hydroxy)propyl-trimethyl-ammonium chloride